1-methyl-5-(2-methyl-4-(4,4,5,5-tetramethyl-1,3,2-dioxaborolan-2-yl)phenyl)-4,5-dihydropyrrolo[3,4-c]pyrazol-6(1H)-one CN1N=CC2=C1C(N(C2)C2=C(C=C(C=C2)B2OC(C(O2)(C)C)(C)C)C)=O